(E)-1-(4-fluorophenyl)-4,4-dimethylpent-1-en-3-one FC1=CC=C(C=C1)\C=C\C(C(C)(C)C)=O